3-(prop-2-yn-1-yl)piperidine C(C#C)C1CNCCC1